B(OC(CCCCCCCCCCCCCCCCC)=O)(OC(CCCCCCCCCCCCCCCCC)=O)OC(C)C distearoyl isopropyl borate